N1(N=CN=C1)CC=O 2-(1H-1,2,4-triazol-1-yl)ethanone